1β-d-ribofuranosyl-1,2,4-triazole-3-carboxamide [C@@H]1([C@H](O)[C@H](O)[C@H](O1)CO)N1N=C(N=C1)C(=O)N